[Si]([O-])([O-])([O-])[O-].C[Al+]C.C[Al+]C.C[Al+]C.C[Al+]C Dimethyl-aluminum orthosilicate